tert-Butyl (3R)-9-cyano-3-methyl-3,5-dihydro-2H-pyrido[3,4-f][1,4]oxazepine-4-carboxylate C(#N)C1=CN=CC=2CN([C@@H](COC21)C)C(=O)OC(C)(C)C